The molecule is a dihydroxyflavone that is tricin 4'-O-(threo-beta-guaiacylglyceryl) ether in which the phenolic hydrogen at position 7 has been replaced by a beta-D-glucopyranosyl group. It has a role as a plant metabolite. It is a beta-D-glucoside, a dimethoxyflavone, a monosaccharide derivative, a polyphenol, a monohydroxyflavone and a glycosyloxyflavone. It derives from a 3',5'-di-O-methyltricetin and a (+)-(7S,8S)-guaiacylglycerol. COC1=CC(=CC(=C1O[C@@H](CO)[C@H](C2=CC(=C(C=C2)O)OC)O)OC)C3=CC(=O)C4=C(C=C(C=C4O3)O[C@H]5[C@@H]([C@H]([C@@H]([C@H](O5)CO)O)O)O)O